thiopheneamidocyclohexane tert-Butyl-((1-((8-((2-methoxyphenyl)sulfonamido)-2,3-dihydrobenzofuro[7,6-d]isoxazol-4-yl)methyl)-1H-pyrazol-4-yl)methyl)carbamate C(C)(C)(C)N(C(O)=O)CC=1C=NN(C1)CC1=CC2=C(C(=NO2)NS(=O)(=O)C2=C(C=CC=C2)OC)C2=C1CCO2.S2C(=CC=C2)C(=O)NC2CCCCC2